NC=1NC(C=2N(C(N(C2N1)[C@@H]1O[C@@H]([C@@H]([C@H]1O)F)[C@H](CC)O)=O)CCC(F)(F)F)=O 2-Amino-9-((2R,3S,4R,5R)-4-fluoro-3-hydroxy-5-((S)-1-hydroxypropyl)tetrahydrofuran-2-yl)-7-(3,3,3-trifluoropropyl)-7,9-dihydro-1H-purine-6,8-dione